(S)- or (R)-7-(2-Cyclopropyl-benzyl)-5-[1-(2-cyclopropyl-6-fluoro-phenyl)-piperidin-4-yl]-2,4-dimethyl-2,4,5,7-tetrahydro-pyrazolo[3,4-d]pyrimidin-6-one C1(CC1)C1=C(CN2C(N([C@H](C=3C2=NN(C3)C)C)C3CCN(CC3)C3=C(C=CC=C3F)C3CC3)=O)C=CC=C1 |o1:9|